CC=C[SiH]1O[SiH](O[SiH](O[SiH](O[SiH](O1)C=CC)C=CC)C=CC)C=CC penta-(methylvinyl)cyclopentasiloxane